(2S)-1-methyl-2-(5-methylpyridin-3-yl)pyrrolidin-1-ium ditartrate C(=O)([O-])C(O)C(O)C(=O)[O-].C(=O)([O-])C(O)C(O)C(=O)[O-].C[NH+]1[C@@H](CCC1)C=1C=NC=C(C1)C.C[NH+]1[C@@H](CCC1)C=1C=NC=C(C1)C.C[NH+]1[C@@H](CCC1)C=1C=NC=C(C1)C.C[NH+]1[C@@H](CCC1)C=1C=NC=C(C1)C